tungsten-molybdenum-vanadium nitrogen (E)-5-(tert-butyl)-N-(2-methyl-4-(3-(4-(4-(4-methylpiperazin-1-yl)but-2-enoyl)piperazin-1-yl)pyridin-4-yl)benzyl)-1,2,4-oxadiazole-3-carboxamide C(C)(C)(C)C1=NC(=NO1)C(=O)NCC1=C(C=C(C=C1)C1=C(C=NC=C1)N1CCN(CC1)C(\C=C\CN1CCN(CC1)C)=O)C.[N].[V].[Mo].[W]